3-(3-(2-(4-Methoxy-2,5-dimethyl-5,7-dihydro-6H-pyrrolo[3,4-d]pyrimidin-6-yl)-2-oxoethyl)azetidin-1-yl)benzonitrile COC=1C2=C(N=C(N1)C)CN(C2C)C(CC2CN(C2)C=2C=C(C#N)C=CC2)=O